(3R)-3-anilinopiperidine-1-carboxylic acid tert-butyl ester C(C)(C)(C)OC(=O)N1C[C@@H](CCC1)NC1=CC=CC=C1